ethyl β-D-glucopyranoside O([C@H]1[C@H](O)[C@@H](O)[C@H](O)[C@H](O1)CO)CC